6-(ethylsulfonyl)-2-isopropyl-4-methyl-8-(6-methyl-7-oxo-6,7-dihydro-1H-pyrrolo[2,3-c]pyridin-4-yl)-2H-1,4-benzoxazin-3(4H)-one C(C)S(=O)(=O)C=1C=C(C2=C(N(C(C(O2)C(C)C)=O)C)C1)C=1C2=C(C(N(C1)C)=O)NC=C2